FC1=C(C=CC=C1)C1(CC(CC1)C1=CC=C(C=C1)C(=O)OC)C(=O)O 1-(2-fluorophenyl)-3-(4-(methoxycarbonyl)phenyl)cyclopentane-1-carboxylic acid